(Z)-3-(2-(5-bromo-1-(2-(4-methylpiperazin-1-yl)acetyl)-1H-indol-3-yl)-2-cyanovinyl)-4-methoxybenzonitrile BrC=1C=C2C(=CN(C2=CC1)C(CN1CCN(CC1)C)=O)/C(=C/C=1C=C(C#N)C=CC1OC)/C#N